hydroxybenzylamine-succinic acid salt C(CCC(=O)O)(=O)O.ONCC1=CC=CC=C1